ClC1=NC(=CC(=C1)C1CC(C1)O)Cl 3-(2,6-dichloropyridin-4-yl)cyclobutane-1-ol